N=1C=C(N2C1C=CC=C2)CC(C)N(C)C 1-(imidazo[1,2-a]pyridin-3-yl)-N,N-dimethylpropan-2-amine